C(C)OC(CC(CCCCC)=O)=O 3-keto-octanoic acid ethyl ester